ClC=1C=C2CN(CC2=CC1I)C(=O)OC(C)(C)C tert-butyl 5-chloro-6-iodoisoindoline-2-carboxylate